3-(methylpropionyloxymethyl)-2-trifluoromethyloxybutane CC(C(C(C)OC(F)(F)F)C)OC(CC)=O